4-amino-5-[(4,4-difluoropiperidin-1-yl)methyl]pyrrolo[2,1-f][1,2,4]triazin-7-yl-N-[(3R,4S)-1-(2,2-difluorocyclopropanecarbonyl)-4-fluoropyrrolidin-3-yl]-2-methoxypyridine-3-carboxamide NC1=NC=NN2C1=C(C=C2C2=C(C(=NC=C2)OC)C(=O)N[C@@H]2CN(C[C@@H]2F)C(=O)C2C(C2)(F)F)CN2CCC(CC2)(F)F